CC(C(=O)OC[C@@H]1CC[C@H](CC1)CCC)C.CC(C(=O)OC[C@@H]1CC[C@H](CC1)CCC)C bis((trans-4-propylcyclohexyl) methyl) bis(2-methylpropionate)